tert-butyl (1-benzylcyclopropyl)carbamate C(C1=CC=CC=C1)C1(CC1)NC(OC(C)(C)C)=O